ClC1=C2C(=NC=C1C=1C=C(C=CC1)N1C(CN(CC1)C(CCCCCNC=1C=C3C(N(C(C3=CC1)=O)C1C(NC(CC1)=O)=O)=O)=O)=O)NC=C2CC 5-((6-(4-(3-(4-chloro-3-ethyl-1H-pyrrolo[2,3-b]pyridin-5-yl)phenyl)-3-oxopiperazin-1-yl)-6-oxohexyl)amino)-2-(2,6-dioxopiperidin-3-yl)isoindoline-1,3-dione